C1(NNC=2C1=C1CCCNC1=CC2)=O 6,7,8,9-tetrahydro-3H-pyrazolo[4,3-f]quinolone